C(CCC)(N)=NO n-butyramide oxime